vinyl-imidazole bromide [Br-].C(=C)C=1NC=CN1